ClC=1C=C(C=CC1)CCN1C[C@H]([C@@H](CC1)O)COC1=CC=C(C=C1)S(=O)(=O)C (3s,4r)-1-(3-chlorophenyl-ethyl)-3-((4-(methylsulfonyl)phenoxy)methyl)piperidin-4-ol